tert-butyl (E)-7-((2-((tert-butyldimethylsilyl)oxy) ethyl)sulfonyl)-2-(3-(3-methoxy-2-(methoxymethyl)-3-oxoprop-1-en-1-yl)phenyl)-2,6,6-trimethylheptanoate [Si](C)(C)(C(C)(C)C)OCCS(=O)(=O)CC(CCCC(C(=O)OC(C)(C)C)(C)C1=CC(=CC=C1)\C=C(\C(=O)OC)/COC)(C)C